3-[4-(2-bromoethyl)phenyl]-5-(trifluoromethyl)-1,2,4-oxadiazole BrCCC1=CC=C(C=C1)C1=NOC(=N1)C(F)(F)F